FC1=C(C=CC=C1OC)C=1CN(CN(C1C)CC1=C(C=CC=C1C(F)(F)F)F)C[C@@H](C1=CC=CC=C1)NO (R)-5-(2-fluoro-3-methoxyphenyl)-1-(2-fluoro-6-(trifluoromethyl)benzyl)-3-(2-(hydroxyamino)-2-phenylethyl)-6-methylpyrimidine